C(C1=CC=CC=C1)NC=1CCN(C(C1C)=O)C(=O)OC(C)(C)C tert-butyl 4-(benzylamino)-5-methyl-6-oxo-3,6-dihydropyridine-1(2H)-carboxylate